CC1(C(CCCC1)(C)CC1(C(CCCC1)(C)C)C)C di(trimethylcyclohexyl)methane